(1S,2R,5R)-N-hydroxy-8-(morpholine-4-carbonyl)-3-((6-(4-(trifluoromethoxy)phenoxy)pyridin-3-yl)sulfonyl)-3,8-diazabicyclo[3.2.1]octane-2-carboxamide ONC(=O)[C@H]1[C@@H]2CC[C@H](CN1S(=O)(=O)C=1C=NC(=CC1)OC1=CC=C(C=C1)OC(F)(F)F)N2C(=O)N2CCOCC2